CC1(CCOCC1)CC(=O)N1CCC2(C(C2)CNC(=O)N2CC=3C=NC=CC3C2)CC1 N-[[6-[2-(4-methyltetrahydropyran-4-yl)acetyl]-6-azaspiro[2.5]octan-2-yl]methyl]-1,3-dihydropyrrolo[3,4-c]pyridine-2-carboxamide